C(C)(C)N(C(=O)C1=C(OC=2C(=NC=NC2)N2CC3(C2)CCN(CC3)C[C@@H]3CC[C@H](CO3)NC(OC(C)(C)C)=O)C=CC(=C1)F)C(C)C tert-butyl ((3R,6S)-6-((2-(5-(2-(diisopropylcarbamoyl)-4-fluorophenoxy)pyrimidin-4-yl)-2,7-diazaspiro[3.5]nonan-7-yl)methyl)tetrahydro-2H-pyran-3-yl)carbamate